(R)-3-(2-(difluoromethoxy)-4-(trifluoromethyl)phenyl)-4-methyl-6-((1-methylpiperidin-3-yl)thio)pyridazine FC(OC1=C(C=CC(=C1)C(F)(F)F)C=1N=NC(=CC1C)S[C@H]1CN(CCC1)C)F